(1s,3s)-3-(6-fluoro-5-methylbenzo[d]thiazol-4-yl)cyclobutan-1-ol FC1=CC2=C(N=CS2)C(=C1C)C1CC(C1)O